C(C)NC1CCN(CC1)C=1C2=CN(N=C2C(=CC1)C(=O)NC1=CC2=CN(N=C2C(=C1)CC1=NN=CN1)C)C 4-[4-(ethylamino)-1-piperidyl]-2-methyl-N-[2-methyl-7-(4H-1,2,4-triazol-3-ylmethyl)indazol-5-yl]indazole-7-carboxamide